C(C)OC1CN(CCC1)C1CCN(CC1)C(=O)C1=CN=C(S1)N(CC1=NC=CC=C1)C [3-ethoxy[1,4'-bipiperidine]-1'-yl]{2-[methyl(pyridin-2-ylmethyl)amino]-1,3-thiazol-5-yl}methanone